FC1=C(C=CC=C1)OC1=CC=C(C=C1)[N+](=O)[O-] 1-fluoro-2-(4-nitrophenoxy)benzene